C(C1=CC=CC=C1)OC(=O)N1CCC(CC1)C(C)(C)N1CCN(CC1)C(=O)OC(C)(C)C tert-butyl 4-[1-(1-benzyloxycarbonyl-4-piperidyl)-1-methyl-ethyl]piperazine-1-carboxylate